3,11-dibromo-7-(tert-butyl)quinolino[3,2,1-de]acridine-5,9-dione BrC1=CC=2C(C=3C=C(C=C4C(C=5C=C(C=CC5N(C34)C2C=C1)Br)=O)C(C)(C)C)=O